COC=1C(=NC=CC1C1=NN(C=N1)C)NC1=C(N=NC(=C1)NC(CC)=O)C(=O)NC([2H])([2H])[2H] 4-{[3-methoxy-4-(1-methyl-1H-1,2,4-triazol-3-yl)pyridin-2-yl]amino}-N-(2H3)methyl-6-propanamidopyridazine-3-carboxamide